FC1=C(C=CC=C1F)[C@@H]1CN(CCN1)C(=O)OC(C)(C)C tert-butyl (R)-3-(2,3-difluorophenyl)piperazine-1-carboxylate